FC1=C(C=C(C=C1)C1(CC(=NO1)C1=C2C=CN=CC2=C(C=C1)C(=O)NCC#C)C(F)(F)F)C(F)(F)F 5-[5-[4-fluoro-3-(trifluoromethyl)phenyl]-4,5-dihydro-5-(trifluoromethyl)-3-isoxazolyl]-N-2-propyn-1-yl-8-isoquinoline-carboxamide